4-(2-{5-[4-(1-cyanocyclopropyl)phenyl]-3-(ethylsulfanyl)pyridin-2-yl}hydrazin-1-yl)-6-(1,1,2,2,2-pentafluoroethyl)pyridine-3-carboxylic acid C(#N)C1(CC1)C1=CC=C(C=C1)C=1C=C(C(=NC1)NNC1=C(C=NC(=C1)C(C(F)(F)F)(F)F)C(=O)O)SCC